FC(C1=CC=C(C=C1)N1CCCCC1)(F)F 1-(4-(trifluoromethyl)phenyl)piperidin